hydroxyaminO-sulfonic acid ONS(=O)(=O)O